ClC=1C=CC2=C(C1)OCC=1N=C(SC12)N(C1CC(NC(C1)(C)C)(C)C)C 7-chloro-N-methyl-N-(2,2,6,6-tetramethylpiperidin-4-yl)-4H-chromeno[3,4-d]thiazol-2-amine